ethyl 2-oxo-7-(diethylamino)-2H-chromene-3-Carboxylate O=C1OC2=CC(=CC=C2C=C1C(=O)OCC)N(CC)CC